ClC1=CC=C(C=C1)C=1N=C(SC1)N(C1=C(N=C2N1C=C(C=C2)C2=CCN(CC2)C(=O)OC(C)(C)C)CC)C tert-butyl 4-(3-((4-(4-chlorophenyl)thiazol-2-yl)(methyl)amino)-2-ethylimidazo[1,2-a]pyridin-6-yl)-5,6-dihydropyridine-1(2H)-carboxylate